6,10,14-TRIMETHYLPENTADECA-5,9,13-trien-2-one CC(=CCCC(C)=O)CCC=C(CCC=C(C)C)C